C1(CC1)CN1CC2=CC(=CC=C2CC1)N(C=1C=CC(N(C1)C([2H])[2H])=O)C(C)C 5-((2-(cyclopropylmethyl)-1,2,3,4-tetrahydroisoquinolin-7-yl)(propan-2-yl)amino)-1-(methyl-d2)pyridin-2(1H)-one